ClCCNC(N(N=O)C1CCCCC1)=O chloroethyl-cyclohexyl-1-nitrosourea